2-amino-4-(2-fluoro-5-(pyridin-3-yl)phenyl)-6-(piperidin-1-yl)pyridine-3,5-dinitrile NC1=NC(=C(C(=C1C#N)C1=C(C=CC(=C1)C=1C=NC=CC1)F)C#N)N1CCCCC1